C(=O)O.C1N(CC12CNCCC2)CCN2C(=C(C1=CC=C(C(=C21)C=2C(=NN(C2C)C)C)Cl)CCCOC2=CC=CC1=CC(=CC=C21)F)C(=O)OC(C)(C)C tert-butyl 1-(2-(2,6-diazaspiro[3.5]nonan-2-yl)ethyl)-6-chloro-3-(3-((6-fluoronaphthalen-1-yl)oxy)propyl)-7-(1,3,5-trimethyl-1H-pyrazol-4-yl)-1H-indole-2-carboxylate formate